O=C1C2=CC(=CC=3C(C(C=4C=C(C=C(C1=O)C4C32)CO)=O)=O)CO 4,5,9,10-tetraoxo-4,5,9,10-tetrahydropyrene-2,7-dimethanol